CC(CC=O)CC(CCC[C@@H](CCC)C)C (9R)-3,5,9-Trimethyldodecanal